9-Cyclopropyl-2-(2-nitrophenyl)-6-oxo-7-phenyl-2,3,4,6-tetrahydropyrido[2,1-b][1,3]thiazine-4-carboxylic acid C1(CC1)C=1C=C(C(N2C1SC(CC2C(=O)O)C2=C(C=CC=C2)[N+](=O)[O-])=O)C2=CC=CC=C2